Cl.[Si](C1=CC=CC=C1)(C1=CC=CC=C1)(C(C)(C)C)N=S(=O)(NC(NC1=C2CCCC2=CC=2CCCC12)=O)\C=C\[C@]1(NCCC1)C (E)-N'-(tert-butyldiphenylsilyl)-N-((1,2,3,5,6,7-hexahydro-s-indacen-4-yl)carbamoyl)-2-((S)-2-methylpyrrolidin-2-yl)ethene-1-sulfonimidamide HCl